NC1=NOC2=NC(=CC(=C21)C2=CC=C(C=C2)NC(=O)NC2=C(C=C(C=C2)[N+](=O)[O-])Cl)C 1-(4-(3-amino-6-methylisoxazolo[5,4-b]pyridin-4-yl)phenyl)-3-(2-chloro-4-nitrophenyl)urea